C(C)OCOC=1C(=C(C=C(C1C1=C(C=CC=C1)C(=C)C)O)CCCCC)C 6-(ethoxymethoxy)-5-methyl-4-pentyl-2'-(prop-1-en-2-yl)-[1,1'-biphenyl]-2-ol